C(CCCCCCC)N1CC=CC=C1 1-N-octyl-pyridine